Methyl 5-benzyl-3-(2-(isoquinoline-1-carboxamido)propan-2-yl)-4,5-dihydroisoxazole-5-carboxylate C(C1=CC=CC=C1)C1(CC(=NO1)C(C)(C)NC(=O)C1=NC=CC2=CC=CC=C12)C(=O)OC